benzyl-acetoacetic acid C(C1=CC=CC=C1)CC(CC(=O)O)=O